aniline-3,4-disulfonic acid NC1=CC(=C(C=C1)S(=O)(=O)O)S(=O)(=O)O